NC1=C2C(=C3C(=N1)C=C(N3)C(=O)N(CC=3N=NC(=CC3)C(F)(F)F)CC3=C(C=CC=C3F)F)COC2 5-amino-N-(2,6-difluorobenzyl)-N-((6-(trifluoromethyl)pyridazin-3-yl)methyl)-6,8-dihydro-1H-furo[3,4-d]pyrrolo[3,2-b]pyridine-2-carboxamide